C1(CCCCC1)CCC(=O)OC(CSCCCCCC(CCCCCSCC(CCCC)OC(CCC1CCCCC1)=O)O)CCCC ((6-Hydroxyundecane-1,11-diyl)bis(sulfanediyl))bis(hexane-1,2-diyl) bis(3-cyclohexyl-propanoate)